NC1=CC=C(C=N1)N1C[C@H](CCC1)N(CC1=CC(=NC=C1)OC)CC1=CN2C3=C(C(=C(C=C3C1=O)F)C1=CC=NC=C1)OCC2C 6-((((S)-1-(6-aminopyridin-3-yl)piperidin-3-yl)((2-methoxypyridin-4-yl)methyl)amino)methyl)-9-fluoro-3-methyl-10-(pyridin-4-yl)-2H-[1,4]oxazino[2,3,4-ij]quinolin-7(3H)-one